4-amino-7-chloro-N-methyl-N-((5S)-2-(trifluoromethyl)-5,8-dihydro-6H-pyrano[3,4-b]pyridin-5-yl)-1,3-dihydrofuro[3,4-c]quinoline-8-carboxamide NC1=NC=2C=C(C(=CC2C2=C1COC2)C(=O)N([C@@H]2COCC1=NC(=CC=C12)C(F)(F)F)C)Cl